(R)-1-(1-(2-ethylbutyl)piperidin-3-yl)-6-isopropyl-5-(8-methoxy-[1,2,4]triazolo[1,5-a]pyridin-6-yl)-1,3-dihydro-2H-benzo[d]imidazol-2-one C(C)C(CN1C[C@@H](CCC1)N1C(NC2=C1C=C(C(=C2)C=2C=C(C=1N(C2)N=CN1)OC)C(C)C)=O)CC